5-chloro-4,6-di-sec-butyl-3-cyanopyridinone ClC=1C(=C(C(NC1C(C)CC)=O)C#N)C(C)CC